7-(3-ethyltetrahydrofuran-3-yl)-2-(((3S,4R)-3-hydroxytetrahydro-2H-pyran-4-yl)amino)-5-(trifluoromethyl)pyrrolo[2,1-f][1,2,4]triazine-6-carbonitrile C(C)C1(COCC1)C1=C(C(=C2C=NC(=NN21)N[C@H]2[C@@H](COCC2)O)C(F)(F)F)C#N